FC1=C(C=C(C=C1)F)C1=C(C(=NC=C1)C1OCC(CC1)(F)F)NC(C1=CN=C(C(=C1)F)OC)=O N-(4-(2,5-difluorophenyl)-2-(5,5-difluorotetrahydro-2H-pyran-2-yl)pyridin-3-yl)-5-fluoro-6-methoxynicotinamide